NC=1N(CC=NC1)C=1C=C(C#N)C=CC1 3-(5-aminopyrazin-4-yl)benzonitrile